CC(C[C@@H](C(N[C@@H](C[C@H]1C(NCC1)=O)C(COC(F)(F)F)=O)=O)NC(=O)C1=NC2=C(N1)C=CC=C2)C N-((S)-4-methyl-1-oxo-1-(((S)-3-oxo-1-((S)-2-oxopyrrolidin-3-yl)-4-(trifluoromethoxy)butan-2-yl)amino)pentan-2-yl)-1H-benzo[d]imidazole-2-carboxamide